O1C(=CC=C1)C(=O)C=1C(=NC2=CC=CC=C2C1)C=O 3-(2-furoyl)quinoline-2-carboxaldehyde